FC1=C(C=C(C=C1)OC(F)(F)F)C1=NN(C=2C1=NC=C(C2)C(=O)NC2(CCS(CC2)(=O)=O)C)C(C)C 3-(2-fluoro-5-(trifluoromethoxy)phenyl)-1-isopropyl-N-(4-methyl-1,1-dioxidotetrahydro-2H-thiopyran-4-yl)-1H-pyrazolo[4,3-b]pyridine-6-carboxamide